4-(3,3-dimethylpiperazin-1-yl)-N-(6-ethoxy-2-methyl-2H-pyrazolo[3,4-b]pyridin-5-yl)-2,3-dihydro-1H-pyrrolo[2,3-b]pyridine-1-carboxamide CC1(CN(CCN1)C1=C2C(=NC=C1)N(CC2)C(=O)NC2=CC=1C(N=C2OCC)=NN(C1)C)C